1-cyclobutyl-4-fluoro-6-methoxy-1H-indol-2-amine C1(CCC1)N1C(=CC2=C(C=C(C=C12)OC)F)N